C1(=CC(=CC=C1O)C)CCCCCCCC(=O)[O-] p-cresol-caprylate